N-cyclobutyl-2-(6-oxo-3-(2-propoxypyrimidin-5-yl)pyridazin-1(6H)-yl)acetamide C1(CCC1)NC(CN1N=C(C=CC1=O)C=1C=NC(=NC1)OCCC)=O